CC1(OB(OC1(C)C)C1=CC=2N(C=C1)C(=NC2)C(F)(F)F)C 7-(4,4,5,5-tetramethyl-1,3,2-dioxaborolan-2-yl)-3-(trifluoromethyl)-imidazo[1,5-a]pyridine